11-(piperidin-4-yl)undecanamide N1CCC(CC1)CCCCCCCCCCC(=O)N